N-BOCbromobutylamine C(=O)(OC(C)(C)C)NCCCCBr